C1(=CC=C(C2=CC3=CC=CC=C3C=C12)C(=O)Cl)C(=O)Cl 1,4-Anthracenedicarboxylic acid dichloride